[Si](C)(C)(C(C)(C)C)O[C@@H](CC(=O)OC)CC(C=P(C1=CC=CC=C1)(C1=CC=CC=C1)C1=CC=CC=C1)=O methyl (3R)-3-[(tert-butyldimethylsilyl)oxy]-5-oxo-6-triphenylphosphoranylidenehexanoate